NC(C#CC1=CC(=C(N)C=C1)OC(C)C1=C(C(=CC=C1Cl)F)Cl)(C)C 4-(3-amino-3-methyl-but-1-ynyl)-2-[1-(2,6-dichloro-3-fluoro-phenyl)-ethoxy]-aniline